methyl 2-((2-(((tert-butoxy-carbonyl)(2-(6-methoxy-3-nitropyridin-2-yl)ethyl)amino)methyl)-4-fluorophenyl)amino)-5-(2,2,2-trifluoroethoxy)benzoate C(C)(C)(C)OC(=O)N(CCC1=NC(=CC=C1[N+](=O)[O-])OC)CC1=C(C=CC(=C1)F)NC1=C(C(=O)OC)C=C(C=C1)OCC(F)(F)F